NC=1C(=C(C=CC1)C=1C(=C(C=CC1)NC(=O)C1=NN2C(C(CCC2)N2CCC(CC2)C(=O)OC)=C1)Cl)C methyl 1-[2-[[3-(3-amino-2-methyl-phenyl)-2-chloro-phenyl]carbamoyl]-4,5,6,7-tetrahydropyrazolo[1,5-a]pyridin-4-yl]piperidine-4-carboxylate